2,4-dihydroxyquinoline OC1=NC2=CC=CC=C2C(=C1)O